1-(pyrimidin-2-ylmethyl)piperidin N1=C(N=CC=C1)CN1CCCCC1